C(C1=CC=CC=C1)N1CCC(CC1)C1=NN2C(S1)=NC(=C2)C2=CC=C(C=C2)S(=O)(=O)C 2-(1-benzylpiperidin-4-yl)-6-(4-(methylsulfonyl)phenyl)imidazo[2,1-b][1,3,4]thiadiazol